CC=1C=CC=C2C=C(NC12)C(=O)NC(CNC(OC(C)(C)C)=O)C tert-butyl (2-(7-methyl-1H-indole-2-carboxamido)propyl)carbamate